4-oxo-4-[(2-phenyl-ethyl)amino]butyric acid O=C(CCC(=O)O)NCCC1=CC=CC=C1